(Z)-7-[[(R)-2-Amino-2-carboxyethyl]thio]-2-[[[(S)-2,2-dimethylcyclopropyl]carbonyl]amino]-2-heptenoic acid N[C@@H](CSCCCC\C=C(\C(=O)O)/NC(=O)[C@@H]1C(C1)(C)C)C(=O)O